trinitrophosphorus nitrogen [N].[N+](=O)([O-])P([N+](=O)[O-])[N+](=O)[O-]